lithium butyl α-isobutyrate C(C(C)C)(=O)OCCCC.[Li]